(6-methoxy-1H-benzo[d]imidazol-2-yl)methanol COC=1C=CC2=C(NC(=N2)CO)C1